ClC1=CC=C(C(=N1)F)O[C@H](C)C=1C=C(C=C2C(C(=C(OC12)C=1C=NC=CC1)C)=O)C 8-[(1R)-1-[(6-Chloro-2-fluoro-3-pyridyl)oxy]ethyl]-3,6-dimethyl-2-(3-pyridyl)chromen-4-one